CC1=C(C=C(C(=O)O)C=C1)N1N=C(C=C1)C=1C=NC=CC1 4-methyl-3-[3-(3-pyridinyl)pyrazol-1-yl]benzoic acid